methyl-(4-hydroxyphenyl)benzyl-1,3-benzenediol CC=1C(=C(C(=C(C1)O)CC1=CC=CC=C1)O)C1=CC=C(C=C1)O